[4-[6-(4-benzyloxy-3,3-difluoro-but-1-ynyl)pyrrolo[2,1-f][1,2,4]triazin-4-yl]-2-fluoro-phenyl]methanamine HCl salt Cl.C(C1=CC=CC=C1)OCC(C#CC=1C=C2C(=NC=NN2C1)C1=CC(=C(C=C1)CN)F)(F)F